FC1(CCN(CC1)CC=1C=C(C=2N(C1)C=CN2)C=2C=C1CN(C(C1=CC2)=O)N2C(CCCC2=O)=O)F (5-(6-((4,4-difluoropiperidin-1-yl)methyl)imidazo[1,2-a]pyridin-8-yl)-1-oxoisoindolin-2-yl)piperidine-2,6-dione